3-(5-(1-(3,5-dimethylbenzyl)piperidin-4-yl)-1-oxoisoindolin-2-yl)piperidine-2,6-dione CC=1C=C(CN2CCC(CC2)C=2C=C3CN(C(C3=CC2)=O)C2C(NC(CC2)=O)=O)C=C(C1)C